[N-](S(=O)(=O)C(F)(F)F)S(=O)(=O)C(F)(F)F.[La+3].[N-](S(=O)(=O)C(F)(F)F)S(=O)(=O)C(F)(F)F.[N-](S(=O)(=O)C(F)(F)F)S(=O)(=O)C(F)(F)F lanthanum trifluoromethanesulfonimide salt